4-Chloro-N-(2-(furan-2-yl)-5-((methylamino)methyl)phenyl)benzenesulfonamide ClC1=CC=C(C=C1)S(=O)(=O)NC1=C(C=CC(=C1)CNC)C=1OC=CC1